7-fluoro-N-(4-methoxyphenethyl)-N-(3-((trimethylsilyl)ethynyl)-benzyl)benzo[d]thiazol-2-amine FC1=CC=CC=2N=C(SC21)N(CC2=CC(=CC=C2)C#C[Si](C)(C)C)CCC2=CC=C(C=C2)OC